C(=O)C1=NN(C=C1)C1CC2(CN(C2)C(=O)OC(C)(C)C)C1 tert-butyl 6-(3-formylpyrazol-1-yl)-2-azaspiro[3.3]heptane-2-carboxylate